1-(((3S)-1-((3-cyano-1-azetidinyl)sulfonyl)-3-piperidinyl)carbonyl)-N-((1R)-1-(2-fluoro-4-(trifluoromethyl)phenyl)-2-methylpropyl)-D-prolinamide C(#N)C1CN(C1)S(=O)(=O)N1C[C@H](CCC1)C(=O)N1[C@H](CCC1)C(=O)N[C@H](C(C)C)C1=C(C=C(C=C1)C(F)(F)F)F